C(C)(C)(C)N(C(O)=O)[C@H]1CC(=CC1)B1OC(C(O1)(C)C)(C)C.CN1CC=NC=C1 N-methyl-pyrazine tert-butyl-(R)-(3-(4,4,5,5-tetramethyl-1,3,2-dioxaborolan-2-yl)cyclopent-3-en-1-yl)carbamate